FC1=CC=C(C=C1)C=1C=C2C=NC(=NC2=C(C1)OCC(=O)O)N[C@H](C)C=1C=NC(=NC1)C(F)(F)F (R)-2-((6-(4-fluorophenyl)-((1-(2-(trifluoromethyl)pyrimidin-5-yl)ethyl)amino)quinazolin-8-yl)oxy)acetic acid